1-(1Z-octadecenyl)-2-eicosanoyl-glycero-3-phosphoserine CCCCCCCCCCCCCCCCCCCC(=O)O[C@H](CO/C=C\CCCCCCCCCCCCCCCC)COP(=O)(O)OC[C@@H](C(=O)O)N